N-(3-chloro-5-(methylsulfonamido)phenyl)-4-methoxybenzo[b]thiophene-2-carboxamide ClC=1C=C(C=C(C1)NS(=O)(=O)C)NC(=O)C1=CC2=C(S1)C=CC=C2OC